(S)-3-(5-(3-chloro-2-methylpyrazolo[1,5-a]pyrimidin-5-yl)-1-oxoisoindolin-2-yl)piperidine-2,6-dione ClC=1C(=NN2C1N=C(C=C2)C=2C=C1CN(C(C1=CC2)=O)[C@@H]2C(NC(CC2)=O)=O)C